(+)-(S)-ethyl 2-(2-((7-(2-((1,1-dimethylethylsulfinamido)methyl)-3-fluoropyridin-4-yl)benzofuran-5-yl)methoxy)-4,5-dimethylphenyl)acetate CC(C)([S@](=O)NCC1=NC=CC(=C1F)C1=CC(=CC=2C=COC21)COC2=C(C=C(C(=C2)C)C)CC(=O)OCC)C